N1CC(C1)C1=NN2C(N(C(C3=C2N=C(C=C3)C(F)(F)F)=O)CC(=O)NC3=NC=C(C=C3)F)=C1 2-(2-(Azacyclobut-3-yl)-5-oxo-8-(trifluoromethyl)pyrazolo[1,5-a]pyrido[3,2-e]pyrimidin-4(5H)-yl)-N-(5-fluoropyridin-2-yl)acetamide